O1C(=NC2=C1C=CC=C2)NC2=NC1=C(N2C)C=CC(=C1)C(=O)NOCC(C)O 2-(benzo[d]oxazol-2-ylamino)-N-(2-hydroxypropoxy)-1-methyl-1H-benzo[d]imidazole-5-carboxamide